(7-((2S,5R)-5-ethyl-4-(1-(4-fluoro-2-(trifluoromethyl)phenyl)ethyl)-2-methylpiperazin-1-yl)-4-methyl-5-oxo-4,5-dihydro-2H-pyrazolo[4,3-b]pyridin-2-yl)acetonitrile C(C)[C@H]1N(C[C@@H](N(C1)C=1C=2C(N(C(C1)=O)C)=CN(N2)CC#N)C)C(C)C2=C(C=C(C=C2)F)C(F)(F)F